O=C1NC(CCC1N1C(C2=CC=C(C=C2C1=O)N1CCC(CC1)NC(OC(C)(C)C)=O)=O)=O tert-butyl (1-(2-(2,6-dioxopiperidin-3-yl)-1,3-dioxoisoindolin-5-yl)piperidin-4-yl)carbamate